lanthanum (III) tris(hexamethyldisilazane) C[Si](N[Si](C)(C)C)(C)C.C[Si](N[Si](C)(C)C)(C)C.C[Si](N[Si](C)(C)C)(C)C.[La+3]